CC(C)(C#CC(C)(OOCCCC)C)OOCCCC 2,5-dimethyl-2,5-bis(1-butylperoxy)hexyne